C(CCCCCCC)[PH3+] n-octylphosphonium